4,5-dihydro-1H-benzo[b]azepine-2(3H)-one N1C2=C(CCCC1=O)C=CC=C2